di(2-octyl-1-decyl) phosphate P(=O)(OCC(CCCCCCCC)CCCCCCCC)(OCC(CCCCCCCC)CCCCCCCC)[O-]